NC1=NC(=CC(=N1)N1CCC2(C[C@H](NC2)C(=O)O)CC1)O[C@@H](C(F)(F)F)C1=C(C=C(C=C1)C1=CC(=C(C=C1)OC(C)C)F)N1N=C(C=C1)C (S)-8-(2-amino-6-((R)-2,2,2-trifluoro-1-(3'-fluoro-4'-isopropoxy-3-(3-methyl-1H-pyrazol-1-yl)-[1,1'-biphenyl]-4-yl)ethoxy)pyrimidin-4-yl)-2,8-diazaspiro[4.5]decane-3-carboxylic acid